O=C1CCC(CC1)C(=O)OC(C)(C)C tert-Butyl 4-oxocyclohexanecarboxylate